FC=1C=CC(=C(C1)C1=CC(=C(N=N1)NC1C[C@@H]2[C@@H](CN(C2)C[C@@H]2COCC2)C1)C(F)(F)F)C (3aR,5s,6aS)-N-(6-(5-fluoro-2-methylphenyl)-4-(trifluoromethyl)pyridazin-3-yl)-2-(((R)-tetrahydrofuran-3-yl)methyl)octahydro-cyclopenta[c]pyrrol-5-amine